FC1=C(C(=CC=2CCC(CC12)OCCCC(F)(F)F)O)N1CC(NS1(=O)=O)=O 5-[1-fluoro-3-hydroxy-7-(4,4,4-trifluorobutoxy)-5,6,7,8-tetrahydronaphthalen-2-yl]-1λ6,2,5-thiadiazolidine-1,1,3-trione